C12CC(CC(C1)C2)OC2=C(C=C(C=C2)NC(=O)C=2N=C(OC2CCF)N2CC(C2)(CC)CC)F N-(4-(bicyclo[3.1.1]heptane-3-yloxy)-3-fluorophenyl)-2-(3,3-diethyl-azetidin-1-yl)-5-(2-fluoroethyl)oxazole-4-carboxamide